3-(3-iodo-1H-indazol-7-yl)-N-methylimidazole IC1=NNC2=C(C=CC=C12)N1CN(C=C1)C